FC(C1=NN=C(O1)C=1C=CC(=NC1)CN1C(C2=CC(=CC=C2C(C1=O)(C)C)C1=CC(=CC=C1)F)=O)F 2-((5-(5-(difluoromethyl)-1,3,4-oxadiazole-2-yl)pyridine-2-yl)methyl)-7-(3-fluorophenyl)-4,4-dimethylisoquinoline-1,3(2H,4H)-dione